FC(C)(F)C1=CC=CC(=N1)NC1=CC(=NC=C1C1=NN(C=C1)C)NC(C)=O N-(4-((6-(1,1-difluoroethyl)pyridin-2-yl)amino)-5-(1-methyl-1H-pyrazol-3-yl)pyridin-2-yl)acetamide